OC1=C(NC2=CC=CC=C12)CC(C)C hydroxyisobutylindol